FC(S(=O)(=O)OC=1CN(CC1)C(=O)OCC1=CC=CC=C1)(F)F benzyl 3-(trifluoromethanesulfonyloxy)-2,5-dihydro-1H-pyrrole-1-carboxylate